ClC=1C=C2C(O[C@H](C2=CC1)[C@H]1O[C@H]([C@@H]([C@@H]1O)O)N1C=CC2=C1N=CN=C2C)(F)F (2S,3S,4R,5R)-2-((R)-5-chloro-3,3-difluoro-1,3-dihydroisobenzofuran-1-yl)-5-(4-methyl-7H-pyrrolo[2,3-d]pyrimidin-7-yl)tetrahydrofuran-3,4-diol